CC1=CC(=NN1C1=CC=C(C(=O)O)C=C1)C(F)(F)F 4-(5-methyl-3-(trifluoromethyl)-1H-pyrazol-1-yl)benzoic acid